tert-butyl (2R,4S)-4-[(tert-butoxycarbonyl)oxy]-2-[(4-methoxyphenyl) methyl]-3-{[3-(1,3-thiazol-4-yl)propanoyl]oxy}pyrrolidine-1-carboxylate C(C)(C)(C)OC(=O)O[C@@H]1C([C@H](N(C1)C(=O)OC(C)(C)C)CC1=CC=C(C=C1)OC)OC(CCC=1N=CSC1)=O